2-methyl-N-[3-chloro-4-[4-[2-(methylamino)acetyl]piperazine-1-carbonyl]phenyl]-5-(2,3-difluoro-4-methoxy-phenyl)-imidazole CC=1N(C(=CN1)C1=C(C(=C(C=C1)OC)F)F)C1=CC(=C(C=C1)C(=O)N1CCN(CC1)C(CNC)=O)Cl